COC(CCSC1=CC=C2C=NN(C2=C1)C(=O)[O-])=O 6-((3-methoxy-3-oxopropyl) thio)-1H-indazole-1-carboxylate